methyl 1-oxo-1,2,3,4-tetrahydroisoquinoline-6-carboxylate O=C1NCCC2=CC(=CC=C12)C(=O)OC